COC=1C(=CC2=C(N=C(N=C2N[C@H](C)C2=CC(=CC(=C2)C(F)(F)F)[N+](=O)[O-])C)N1)O[C@@H]1COCC1 7-methoxy-2-methyl-N-((R)-1-(3-nitro-5-(trifluoromethyl)phenyl)ethyl)-6-(((S)-tetrahydrofuran-3-yl)oxy)pyrido[2,3-d]pyrimidin-4-amine